CC1(CCN(CC1)C=1C=2N(N=C(C1)C=1C(NC(NC1)=O)=O)C=CN2)C 5-[8-(4,4-dimethyl-1-piperidyl)imidazo[1,2-b]pyridazin-6-yl]-1H-pyrimidine-2,4-dione